5-((4-chloro-6,7-dimethoxyquinazolin-2-yl)amino)indolin-2-one ClC1=NC(=NC2=CC(=C(C=C12)OC)OC)NC=1C=C2CC(NC2=CC1)=O